6-(3,4-Diaminophenyl)-3-(2-(4-hydroxypiperidin-1-yl)ethyl)quinazolin-4(3H)-one NC=1C=C(C=CC1N)C=1C=C2C(N(C=NC2=CC1)CCN1CCC(CC1)O)=O